NCCNCCC(=O)O.[Na] sodium N-(2-aminoethyl)-beta-alanine